methyl-4,6-difluoronicotinate COC(C1=CN=C(C=C1F)F)=O